5-(8-Methoxy-[1,2,4]triazolo[1,5-a]pyridin-6-yl)-1-(1-((tetrahydro-2H-pyran-4-yl)methyl)piperidin-4-yl)-1,3-dihydro-2H-benzo[d]imidazol-2-on COC=1C=2N(C=C(C1)C1=CC3=C(N(C(N3)=O)C3CCN(CC3)CC3CCOCC3)C=C1)N=CN2